C(C)(=O)OCCN(CC(NCCNC1=CC=NC2=CC(=CC=C12)Cl)=O)CC(C)NC(C(=O)OCC)C(=O)OCC ([2-(bis-ethoxycarbonylmethyl-amino)-propyl]-{[2-(7-chloro-quinolin-4-ylamino)-ethylcarbamoyl]-methyl}-amino)-ethyl acetate